tert-butyl ((trans)-1-(1-(4-fluorophenyl)-1H-indazol-5-yl)-2-(2,3-dihydrobenzo-[b][1,4]dioxin-6-yl)-5-oxopyrrolidin-3-yl)carbamate FC1=CC=C(C=C1)N1N=CC2=CC(=CC=C12)N1[C@H]([C@@H](CC1=O)NC(OC(C)(C)C)=O)C1=CC2=C(OCCO2)C=C1